ClC1=C(C(=CC(=C1)C)Cl)[N+](=O)[O-] 1,3-dichloro-5-methyl-2-nitrobenzene